COC=1C=C(OC2C3CC4CC(CC2C4)C3)C=CC1[N+](=O)[O-] 4-(3-methoxy-4-nitrophenoxy)adamantan